(R)-N-(1-cyanopyrrolidin-3-yl)-5-(1-methyl-1H-pyrazol-4-yl)pyrimidine-2-carboxamide C(#N)N1C[C@@H](CC1)NC(=O)C1=NC=C(C=N1)C=1C=NN(C1)C